N-{2-[(3R,4S)-3-fluoro-4-methoxypiperidin-1-yl]pyrimidin-4-yl}-8-[(2R,3S)-3-(methanesulfonylmeth-yl)-2-methylazetidin-1-yl]-5-(propan-2-yl)isoquinolin-3-amine F[C@@H]1CN(CC[C@@H]1OC)C1=NC=CC(=N1)NC=1N=CC2=C(C=CC(=C2C1)C(C)C)N1[C@@H]([C@H](C1)CS(=O)(=O)C)C